7-bromo-2-chloro-N-(furan-2-ylmethyl)pyrrolo[2,1-f][1,2,4]triazin-4-amine BrC1=CC=C2C(=NC(=NN21)Cl)NCC=2OC=CC2